2-(2-Chloro-5-methoxy-pyrimidin-4-yl)-1-phenyl-ethanone ClC1=NC=C(C(=N1)CC(=O)C1=CC=CC=C1)OC